N1=CN=CC=2N3C(=NC12)COC3 oxazolo[4,3-f]purine